CC(CC)(C(C1=CC=CC=C1)C)C1=CC=CC=C1 3,4-dimethyl-3,4-diphenylbutane